5-chloro-2-(difluoromethyl)-N-((1r,4r)-4-((3-(2-fluorophenyl)-3-hydroxy-2-oxo-6-(trifluoromethyl)indolin-1-yl)methyl)cyclohexyl)nicotinamide ClC=1C=NC(=C(C(=O)NC2CCC(CC2)CN2C(C(C3=CC=C(C=C23)C(F)(F)F)(O)C2=C(C=CC=C2)F)=O)C1)C(F)F